FC1=C(N=CC2=C1N=C(N=C2N2CCNCC2)OC[C@]21CCCN1C[C@@H](C2)F)C=2C=CC=C1C=NN(C21)C 8-fluoro-2-(((2R,7aS)-2-fluorotetrahydro-1H-pyrrolizin-7a(5H)-yl)methoxy)-7-(1-methyl-1H-indazol-7-yl)-4-(piperazin-1-yl)pyrido[4,3-d]pyrimidine